C(C1=CC=CC=C1)N1C(C(C(=C1C1=CC(=CC(=C1)C(F)(F)F)C(F)(F)F)C)(CC(C(C(C(F)(F)F)(F)F)(F)F)(F)F)C)=O 1-Benzyl-5-(3,5-bistrifluoromethylphenyl)-3,4-dimethyl-3-(2,2,3,3,4,4,5,5,5-nonafluoropentyl)-1,3-dihydro-2H-pyrrol-2-one